5-bromo-3-(cyclopentyloxy)picolinonitrile BrC=1C=C(C(=NC1)C#N)OC1CCCC1